2-(benzyloxy)phenylboronic acid C(C1=CC=CC=C1)OC1=C(C=CC=C1)B(O)O